3-carbonyl-2-(6-(((1S,3S)-3-((7-(trifluoromethyl)-[1,2,4]triazolo[1,5-a]pyridin-2-yl)amino)cyclopentyl)amino)pyridin-3-yl)-2,3-dihydro-1H-pyrrolo[3,4-c]pyridine-6-carbonitrile C(=O)=C1N(CC2=C1C=NC(=C2)C#N)C=2C=NC(=CC2)N[C@@H]2C[C@H](CC2)NC2=NN1C(C=C(C=C1)C(F)(F)F)=N2